N-(5-((5-fluoropyridin-2-yl)oxy)pyridin-2-yl)-6-(2,2,2-trifluoroethyl)-6-azaspiro[2.5]octane-1-carboxamide FC=1C=CC(=NC1)OC=1C=CC(=NC1)NC(=O)C1CC12CCN(CC2)CC(F)(F)F